5,5'-oxalylbis(thiophene-3-carbonitrile) C(C(=O)C1=CC(=CS1)C#N)(=O)C1=CC(=CS1)C#N